C(#N)C1CC2(C1)C[C@H](N(CC2)CC2=C1C=CNC1=C(C=C2OC)C)C2=CC=C(C(=O)NCC1(CNC1)C)C=C2 4-((2R,4s,6S)-2-cyano-7-((5-methoxy-7-methyl-1H-indol-4-yl)methyl)-7-azaspiro[3.5]nonan-6-yl)-N-((3-methylazetidin-3-yl)methyl)benzamide